2-chloromethyl-4-methoxy-3,5-dimethylpyridine ClCC1=NC=C(C(=C1C)OC)C